trimethylhexaneAt CC(CCCCC(=O)[O-])(C)C